CN(C(=O)C=1NN=C2C1CN(CC2)C(=O)C=2NC1=CC(=C(C=C1C2)F)Cl)C2(CC2)C2=NC=C(C=N2)C(=O)O 2-{1-[N-methyl-5-(6-chloro-5-fluoro-1H-indole-2-carbonyl)-2H,4H,5H,6H,7H-pyrazolo[4,3-c]pyridine-3-amido]cyclopropyl}pyrimidine-5-carboxylic acid